C1=NNC(=N1)Br Bromotriazole